(S)-5,5-difluoro-3-(trifluoromethyl)-6,6a,7,8,9,10-hexahydro-5H-pyrazino[1,2-a][1,8]naphthyridine FC1(C[C@@H]2N(C=3N=CC(=CC13)C(F)(F)F)CCNC2)F